N-(((2S,7aR)-2-fluorotetrahydro-1H-pyrrolizin-7a(5H)-yl)methyl)-2,3-dihydro-1H-pyrrolo[1,2-a]indole-9-carboxamide F[C@H]1C[C@]2(CCCN2C1)CNC(=O)C1=C2N(C=3C=CC=CC13)CCC2